tert-butyl (3S,4S)-3-fluoro-4-[[3-(3-methyl-2-oxo-1H-benzimidazol-4-yl)cyclobutyl] methoxy]piperidine-1-carboxylate F[C@H]1CN(CC[C@@H]1OCC1CC(C1)C1=CC=CC=2NC(N(C21)C)=O)C(=O)OC(C)(C)C